6-(8-ethyl-7-fluoro-3-hydroxy-1-naphthyl)-2-[2-(1-methylimidazol-2-yl)ethoxy]-4-(1,4-oxazepan-4-yl)-7H-pyrrolo[3,4-d]pyrimidin-5-one C(C)C=1C(=CC=C2C=C(C=C(C12)N1CC=2N=C(N=C(C2C1=O)N1CCOCCC1)OCCC=1N(C=CN1)C)O)F